N-HYDROXYQUINOLINECARBOXAMIDE ONC(=O)C1=NC2=CC=CC=C2C=C1